NC(C(CCN1N=CC(=C1)N1C(=C(C2=CC=C(C(=C12)F)Cl)SC1=CC=CC(=N1)C(=O)O)C1CC1)(C)C)=O 6-(1-(1-(4-amino-3,3-dimethyl-4-oxobutyl)-1H-pyrazol-4-yl)-(6-chloro-2-cyclopropyl-7-fluoro-1H-indol-3-yl)thio)picolinic acid